[(3R,9aS)-3-(3-Chloro-4-fluorophenyl)-3,4,6,7,9,9a-hexahydro-1H-pyrazino[2,1-c][1,4]oxazin-8-yl]-[2-fluoro-3-(trifluoromethoxy)phenyl]methanon ClC=1C=C(C=CC1F)[C@@H]1CN2[C@H](CO1)CN(CC2)C(=O)C2=C(C(=CC=C2)OC(F)(F)F)F